trimethoxysilane choline OCC[N+](C)(C)C.CO[SiH](OC)OC